propane-1,2-diyl dibenzoate C(C1=CC=CC=C1)(=O)OCC(C)OC(C1=CC=CC=C1)=O